NCC=1C=C(C=CC1)C1=C2C=CN(C2=CC(=C1)C(=O)NC1=C(C=CC=C1)CC(=O)OCC)C1=CC=CC=C1 ethyl 2-(2-(4-(3-(aminomethyl)phenyl)-1-phenyl-1H-indole-6-carboxamido)phenyl)acetate